C(C1=CC=CC=C1)N(C1=CC(=C(C(=C1)Cl)CCl)Cl)CC1=CC=CC=C1 N,N-dibenzyl-3,5-dichloro-4-(chloromethyl)aniline